1-(5-bromo-2-(((tetrahydro-2H-pyran-2-yl)oxy)methyl)phenyl)cyclobutane-1-ol BrC=1C=CC(=C(C1)C1(CCC1)O)COC1OCCCC1